ClC=1C=CC2=C(CC(CC=3N2C(=NN3)C3CCC(CC3)(C)OCC)N(C)C)C1 8-Chloro-1-(trans-4-ethoxy-4-methylcyclohexyl)-N,N-dimethyl-5,6-dihydro-4H-[1,2,4]triazolo[4,3-a][1]benzazepin-5-amin